4,4'-Dimethylbiphenyldicarboxylate CC1=C(C(=C(C=C1)C1=CC=C(C=C1)C)C(=O)[O-])C(=O)[O-]